C(=O)O.N1(CCNCC1)C=1C=NC=2N(C1)N=CC2N2C(NC(CC2)=O)=O 1-(6-(piperazin-1-yl)pyrazolo[1,5-a]pyrimidin-3-yl)dihydropyrimidine-2,4(1H,3H)-dione formic acid salt